ClC(C1=C(C=C(C=C1)F)OC)C1=CC=C(C=C1)F 1-(Chloro(4-fluorophenyl)methyl)-4-fluoro-2-methoxybenzene